7-((pyridin-4-yl)methoxy)-4-trifluoromethyl-2H-1-benzopyran-2-one N1=CC=C(C=C1)COC1=CC2=C(C(=CC(O2)=O)C(F)(F)F)C=C1